NC1=CC(=C(N=N1)Cl)[C@H](NC(CC1CC(C1)(F)F)=O)C1CCOCC1 (R)-N-((6-amino-3-chloropyridazin-4-yl)(tetrahydro-2H-pyran-4-yl)methyl)-2-(3,3-difluorocyclobutyl)acetamide